IC1=C(C=C(C=O)C=C1)OC 4-Iodo-3-methoxybenzaldehyde